CC1=C(N=C(O1)C1=CC=C(C=C1)C(F)(F)F)COC1=CC=C(C=C1)S(=O)(=O)N1[C@H](CC2=CC=CC=C12)C(=O)O (R)-1-{4-[5-methyl-2-(4-trifluoromethyl-phenyl)-oxazol-4-ylmethoxy]-benzenesulfonyl}-2,3-dihydro-1H-indole-2-carboxylic acid